[Cl-].[Mn+3].OC1=C(C=CC=C1)C=NCCN=CC1=C(C=CC=C1)O.[Cl-].[Cl-] [N,N'-Bis[(2-hydroxyphenyl)methylene]-1,2-diaminoethane] manganese (III) chloride